ClC1=CC(=C2CCNCC2=C1)[C@H]1N(CCC1)C(=O)OC(C)(C)C tert-butyl (S)-2-(7-chloro-1,2,3,4-tetrahydroisoquinolin-5-yl)pyrrolidine-1-carboxylate